Br.CN1C=NC2=C1C(NN=C2)=O 1-methyl-1H,6H,7H-imidazo[4,5-d]pyridazin-7-one hydrobromide